FC1=CC=2N=C(SC2C=2C[C@H](OC21)CNC(OC)=O)C2=C1N=CC(=NC1=CC(=C2)C)OC (S)-methyl ((5-fluoro-2-(2-methoxy-7-methylquinoxalin-5-yl)-7,8-dihydrobenzofuro[5,4-d]thiazol-7-yl)methyl)carbamate